FC(C(=O)[O-])(F)F.C1(CC1)NS(=O)(=O)C=1C=C(C=CC1)C1=C(C(=C(C=C1)S(=O)(=O)CC[NH3+])S(N)(=O)=O)C1=NN=NN1 2-((3'-(N-cyclopropylsulfamoyl)-3-sulfamoyl-2-(1H-tetrazol-5-yl)-[1,1'-biphenyl]-4-yl)sulfonyl)ethanaminium 2,2,2-trifluoroacetate